FC1=CC=C(C=C1)C(C)O (p-fluorophenyl)-1-ethanol